2-(2,3-dihydro-1H-inden-5-yloxy)-N-ethyl-N-((5-methylthiophene-2-yl)methyl)acetamide C1CCC2=CC(=CC=C12)OCC(=O)N(CC=1SC(=CC1)C)CC